F[C@@H]1CN(CC[C@H]1NC=1N=CC2=C(N1)N(C(C=C2)=O)[C@H]2[C@](CCC2)(C)O)S(=O)(=O)C=2C=NC=CC2 (((3R,4R)-3-fluoro-1-(pyridine-3-sulfonyl)piperidin-4-yl)amino)-8-((1R,2R)-2-hydroxy-2-methylcyclopentyl)pyrido[2,3-d]pyrimidin-7(8H)-one